[NH+]1=CC=CC2=CC=CC=C12 Chinolinium